methyl 1,2,2,6,6-pentamethyl-4-piperidinyl sebacate C(CCCCCCCCC(=O)OC1CC(N(C(C1)(C)C)C)(C)C)(=O)OC